rac-tert-Butyl ({4-[oxan-3-yl]-2,5-dioxoimidazolidin-4-yl}methyl)carbamate O1CC(CCC1)C1(NC(NC1=O)=O)CNC(OC(C)(C)C)=O